BrC=1C=NC(=NC1)CN1N=CC(=C1)C(=O)OCC ethyl 1-[(5-bromopyrimidin-2-yl) methyl]-1H-pyrazole-4-carboxylate